(3R)-3-(4-chlorophenyl)-2-((5-chloropyridin-2-yl)methyl)-6-(1-hydroxy-1-(2-methoxypyridin-4-yl)ethyl)-3-methoxyisoindolin-1-one ClC1=CC=C(C=C1)[C@@]1(N(C(C2=CC(=CC=C12)C(C)(C1=CC(=NC=C1)OC)O)=O)CC1=NC=C(C=C1)Cl)OC